BrC1=NC(=CC=C1N1CN(C2=C(C1=O)C=C(N=C2)C(F)(F)F)C2=CC=C(C(=C2CCCNC(OC(C)(C)C)=O)F)F)OC tert-Butyl (3-(6-(3-(2-bromo-6-methoxypyridin-3-yl)-4-oxo-6-(trifluoromethyl)-3,4-dihydro pyrido[3,4-d]pyrimidin-1(2H)-yl)-2,3-difluorophenyl)propyl)carbamate